3-[(2S,6R)-6-methyl-4-(5-{[4-(trifluoromethoxy)benzyl]oxy}pyridin-3-yl)morpholin-2-yl]propanoic acid C[C@H]1O[C@H](CN(C1)C=1C=NC=C(C1)OCC1=CC=C(C=C1)OC(F)(F)F)CCC(=O)O